bis(tert-butylperoxy-isopropyl)benzene C(C)(C)(C)OOC(C)(C)C1=C(C=CC=C1)C(C)(C)OOC(C)(C)C